C(C1=CC=CC=C1)OC1=CC(=C(C=C1)C1=CN=C(S1)NC(=O)C1N2C=CC=C2C(CC1)=O)F N-[5-(4-benzyloxy-2-fluorophenyl)thiazol-2-yl]-8-oxo-6,7-dihydro-5H-indolizine-5-carboxamide